NC1=C(C(=O)N[C@H]2CO[C@@H](CC2)CO)C=C(C=N1)C=1C=C2CCC3(CN(CC3)C3CCOCC3)C2=CC1 2-amino-N-((3r,6s)-6-(hydroxymethyl)tetrahydro-2H-pyran-3-yl)-5-(1'-(tetrahydro-2H-pyran-4-yl)-2,3-dihydrospiro[inden-1,3'-pyrrolidin]-5-yl)nicotinamide